C(C)(C)(C)OC(NC1=C(C=C(C(=C1)O)C=O)C)=O (4-formyl-5-hydroxy-2-methylphenyl)carbamic acid tert-butyl ester